[Br-].[Zn+2].BrCC=1C=C(C#N)C=CC1.[Br-] 3-(bromomethyl)benzonitrile zinc (II) bromide